ClC1=C(C=CC=C1)P(C1=C(C=CC=C1)Cl)Cl bis(2-chlorophenyl)phosphorus chloride